(R)-1-(2-azido-3-phenylpropyl)-piperidine N(=[N+]=[N-])[C@@H](CN1CCCCC1)CC1=CC=CC=C1